OC1CCC2=C1N=C(N=C2C(=O)N[C@@H]2CC[C@H](CC2)OC)N2C=NC=C2 7-hydroxy-2-(imidazol-1-yl)-N-[(trans)-4-methoxycyclohexyl]-5H,6H,7H-cyclopenta[d]pyrimidine-4-carboxamide